7-(3-((benzyloxy)methyl)-4-ethyl-5-oxo-4,5-dihydro-1H-1,2,4-triazol-1-yl)-6-fluoro-3-(2-fluoro-5-methylphenyl)-1-isopropyl-2,3-dihydroquinazolin-4(1H)-one C(C1=CC=CC=C1)OCC1=NN(C(N1CC)=O)C1=C(C=C2C(N(CN(C2=C1)C(C)C)C1=C(C=CC(=C1)C)F)=O)F